8,8-dimethyl-7-oxo-2-(pyrimidine-4-carbonyl)-2-azaspiro[3.5]non-5-ene-6-carbonitrile CC1(C(C(=CC2(CN(C2)C(=O)C2=NC=NC=C2)C1)C#N)=O)C